17-(oxetan-3-yl)heptadec-16-enoic acid O1CC(C1)C=CCCCCCCCCCCCCCCC(=O)O